3-(5-chloro-1,3-thiazol-2-yl)-5-{[3-hydroxybutan-2-yl]oxy}-N-[(1R)-1-[6-(trifluoromethyl)pyridin-3-yl]ethyl]benzamide ClC1=CN=C(S1)C=1C=C(C(=O)N[C@H](C)C=2C=NC(=CC2)C(F)(F)F)C=C(C1)OC(C)C(C)O